CN1C2=NC(=NC(=C2N=C1CN1CCOCC1)N1CCOCC1)N1N=C(C=C1)C=1C=C(C=CC1)C 4-((9-methyl-6-morpholino-2-(3-(m-tolyl)-1H-pyrazol-1-yl)-9H-purin-8-yl)methyl)morpholine